[Cl-].C(C1=CC=CC=C1)[N+](CCCCCCCCCCCCCCCC)(C)C benzyl-dimethylcetyl-ammonium chloride